2,4-dichloro-6-(cyclohexen-1-yl)pyrimidine ClC1=NC(=CC(=N1)Cl)C1=CCCCC1